(2R,8aS)-2-(2,3-dichloro-6-hydroxyphenyl)-8-hydroxy-2,3,8,8a-tetrahydro-1H-indolizin-5-one ClC1=C(C(=CC=C1Cl)O)[C@H]1C[C@H]2C(C=CC(N2C1)=O)O